1-(5-(3-chlorophenethyl)-2,3-dihydro-1H-inden-1-yl)piperidine-4-carboxylic acid ClC=1C=C(CCC=2C=C3CCC(C3=CC2)N2CCC(CC2)C(=O)O)C=CC1